CC1=NC2=CC=C(C=C2C=C1)C(=O)N(CC1=NC=C(C=C1)C(F)(F)F)[C@H](C)C1=NC=CC=N1 methyl-N-((1R)-1-(2-pyrimidinyl)ethyl)-N-((5-(trifluoromethyl)-2-pyridinyl)methyl)-6-quinolinecarboxamide